ethyl ether tricyclopentyl-citrate C1(CCCC1)C(C(C(C(=O)O)(C1CCCC1)C1CCCC1)(O)C(=O)O)C(=O)O.C(C)OCC